FC=1C=C(C=CC1)[C@H](CNC(C[C@H]1CN(CCC1)C)(C)C)O (R)-1-(3-Fluorophenyl)-2-((2-methyl-1-((S)-1-methylpiperidin-3-yl)-propan-2-yl)amino)ethan-1-ol